NC1=C(C=CC=C1)N1CC(C(=O)O)=CC=C1 N-(2-aminophenyl)nicotinic acid